3-(5-((2-(isopropylamino)cyclohexyl)amino)-1-oxoisoindolin-2-yl)piperidine-2,6-dione C(C)(C)NC1C(CCCC1)NC=1C=C2CN(C(C2=CC1)=O)C1C(NC(CC1)=O)=O